FC1=C(C=CC=C1F)C1CN(C1)CC1=CC(=NC=C1)C=1C=C2CN(C(C2=CC1)=O)C1C(NC(CC1)=O)=O 3-(5-(4-((3-(2,3-difluorophenyl)azetidin-1-yl)methyl)pyridin-2-yl)-1-oxoisoindolin-2-yl)piperidine-2,6-dione